C(C)S(=O)(=O)C1=CC2=C(N(C(N2C)=O)C)C=C1C=1OC2=C(N1)C=C(C=C2)S(=O)(=O)C(F)(F)F 5-ethylsulfonyl-1,3-dimethyl-6-[5-(trifluoromethylsulfonyl)-1,3-benzoxazol-2-yl]Benzimidazol-2-one